4-phenyl-2-sulfanyl-3,4-dihydro-1H-chromen C1(=CC=CC=C1)C1CC(OC2=CC=CC=C12)S